N-[(S)-(4,4-Difluorocyclohexyl){7-[(3RS,4RS)-4-(3,3,4,4-tetrafluoropyrrolidine-1-carbonyl)pyrrolidin-3-yl]imidazo[1,2-b]pyridazin-2-yl}methyl]-4-methyl-1,2,5-oxadiazole-3-carboxamide FC1(CCC(CC1)[C@H](NC(=O)C1=NON=C1C)C=1N=C2N(N=CC(=C2)[C@@H]2CNC[C@@H]2C(=O)N2CC(C(C2)(F)F)(F)F)C1)F |&1:25,29|